O1C(=NC=C1)CNC(=O)C=1C=NC2=C(C=CC=C2C1)C1=CCC2(CC2)CC1 N-(oxazol-2-ylmethyl)-8-(spiro[2.5]oct-5-en-6-yl)quinoline-3-carboxamide